1-methyl-N-(pyridin-2-yl)-1H-benzo[d]imidazole-5-carboxamide CN1C=NC2=C1C=CC(=C2)C(=O)NC2=NC=CC=C2